6-(((S)-(1-(tert-butyl)-1H-1,2,3-triazol-4-yl)(pyridin-3-yl)methyl)amino)-8-chloro-4-(((R)-1-phenylpropyl)amino)quinoline-3-carbonitrile C(C)(C)(C)N1N=NC(=C1)[C@H](C=1C=NC=CC1)NC=1C=C2C(=C(C=NC2=C(C1)Cl)C#N)N[C@H](CC)C1=CC=CC=C1